C(C)C1=CC=C(C(=O)OC2=C(C=CC=C2)OC)C=C1 2-methoxyphenyl 4-ethylbenzoate